16-[18F]Fluoro-4-thiapalmitic acid [18F]CCCCCCCCCCCCSCCC(=O)O